NC(CNC(OC(C)(C)C)=O)(CN)C tert-butyl (2,3-diamino-2-methylpropyl)carbamate